2-(4-ethylpiperazin-1-yl)benzo[d]thiazole-6-carboxylic acid lithium salt [Li+].C(C)N1CCN(CC1)C=1SC2=C(N1)C=CC(=C2)C(=O)[O-]